N-[(1S)-1-[4-(3-cyclopropyl-1,2,4-oxadiazol-5-yl)phenyl]ethyl]-2-fluoro-6-methyl-furo[2,3-d]pyrimidin-4-amine C1(CC1)C1=NOC(=N1)C1=CC=C(C=C1)[C@H](C)NC=1C2=C(N=C(N1)F)OC(=C2)C